N-(1-(1-(difluoromethyl)-1H-benzo[d]imidazol-2-yl)piperidin-4-yl)-3-(3-(difluoromethyl)phenyl)-1-methyl-1H-indazol-6-amine FC(N1C(=NC2=C1C=CC=C2)N2CCC(CC2)NC2=CC=C1C(=NN(C1=C2)C)C2=CC(=CC=C2)C(F)F)F